C(CCC(=O)[O-])(=O)[O-].C(CCC)[N+](CCCC)(CCCC)CCCC.C(CCC)[N+](CCCC)(CCCC)CCCC Tetrabutyl-ammonium succinate